C[C@@H]1CN(C[C@@H](C1)C)CC1=CC(=NC(=C1)C(F)(F)F)N1C(C2=CC(=CC=C2C1)C1(CCC1)CC1=NN=CN1C)=O 2-(4-(((3S,5R)-3,5-Dimethylpiperidin-1-yl)methyl)-6-(trifluoromethyl)pyridin-2-yl)-6-(1-((4-methyl-4H-1,2,4-triazol-3-yl)methyl)cyclobutyl)isoindolin-1-one